FC=1C=C2C=C(N(C2=C(C1)CCC(F)(F)F)C(=O)OC(C)(C)C)CN1C(C(=CC=C1)NC([C@H](CC\C=C\C(N1CCCC1)=O)NC(=O)OC)=O)=O tert-butyl (S,E)-5-fluoro-2-((3-(2-((methoxycarbonyl)amino)-7-oxo-7-(pyrrolidin-1-yl)hept-5-enamido)-2-oxopyridin-1(2H)-yl)methyl)-7-(3,3,3-trifluoropropyl)-1H-indole-1-carboxylate